2'-propargyl-adenosine phosphoramidite P(O)(N)OC[C@@H]1[C@H]([C@]([C@@H](O1)N1C=NC=2C(N)=NC=NC12)(O)CC#C)O